ClC1=CC=C(C=C1)N1C(=NN=C1[C@@H]1CC[C@H](CC1)OC1=NC=CC=C1)CC1=NOC(=C1)C trans-3-[[4-(4-Chlorophenyl)-5-(4-pyridin-2-yloxycyclohexyl)-1,2,4-triazol-3-yl]methyl]-5-methyl-1,2-oxazol